[O].[O].C(=O)=C(CC(=O)N)CC 3-carbonyl-valeramide dioxygen